(S)-3-(4-(4-((14-azido-3,6,9,12-tetraoxatetradecyl)oxy)naphthalen-1-yl)phenyl)-3-((S)-3-methyl-2-(4-((4-methylpyridin-2-yl)amino)butanamido)butanamido)propanoic acid N(=[N+]=[N-])CCOCCOCCOCCOCCOC1=CC=C(C2=CC=CC=C12)C1=CC=C(C=C1)[C@H](CC(=O)O)NC([C@H](C(C)C)NC(CCCNC1=NC=CC(=C1)C)=O)=O